(R)-2,2-difluorodispiro[indene-1,1'-cyclohexane-3',2''-[1,3]dioxolan]-3(2H)-one FC1(C(C2=CC=CC=C2[C@@]12CC1(OCCO1)CCC2)=O)F